N[C@H]1[C@@H](CC2=C(C=CC=C12)Cl)CNCC[C@@H]1CN(C(O1)=O)C1=NC2=C(OCC(N2)=O)N=C1 6-[(5R)-5-[2-[[(1S,2S)-1-Amino-4-chloro-2,3-dihydro-1H-inden-2-yl]methylamino]ethyl]-2-oxo-1,3-oxazolidin-3-yl]-4H-pyrazino[2,3-b][1,4]oxazin-3-one